CC=1N=C(C=2C(N1)=CC(N(C2)C21CCN(CC2)CC1)=C=O)N[C@H](CC)C=1C=C(C#N)C=C(C1)C(F)(F)F (R)-3-(1-((2-methyl-7-carbonyl-6-(quinuclidin-4-yl)-6,7-dihydropyrido[4,3-d]pyrimidin-4-yl)amino)propyl)-5-(trifluoromethyl)benzonitrile